C(C)(C)(C)OC(=O)N1[C@@H](CN(C[C@@H]1C)C1=CC=C(C2=C1NC=N2)C(=O)O)C 7-[(3R,5S)-4-(tert-butoxycarbonyl)-3,5-dimethylpiperazin-1-yl]-1H-1,3-benzodiazole-4-carboxylic acid